C(C)(C)(C)NC(=O)N1CC(C1)O[C@@H](C1=C(C=CC=C1)C(F)(F)F)C1=CC=C(C=C1)Cl (R)-N-(tert-butyl)-3-((4-chlorophenyl)(2-(trifluoromethyl)phenyl)methoxy)azetidine-1-carboxamide